2-bromo-N-(4-chlorophenyl)-N-phenylnaphthalen-1-amine BrC1=C(C2=CC=CC=C2C=C1)N(C1=CC=CC=C1)C1=CC=C(C=C1)Cl